NC=1C=NN(C1)C1OCCCC1 4-Amino-1-(tetrahydro-pyran-2-yl)-1H-pyrazol